5-(8-(3,3-difluoro-4-methoxypyrrolidin-1-yl)imidazo[1,2-b]pyridazin-6-yl)pyrimidine-2,4(1H,3H)-dione FC1(CN(CC1OC)C=1C=2N(N=C(C1)C=1C(NC(NC1)=O)=O)C=CN2)F